Hydroxypropenyl-acetate OCC=CCC(=O)[O-]